ClC=1C=C(C=CC1)C(CCC=C(C)C)=O 1-(3-chlorophenyl)-5-methyl-4-hexen-1-one